sodium dichloroborohydride Cl[BH2-]Cl.[Na+]